(2r,5s)-1-(2,2-difluoro-1-(4-fluorophenyl)-3-methoxypropyl)-2,5-dimethylpiperazine FC(C(C1=CC=C(C=C1)F)N1[C@@H](CN[C@H](C1)C)C)(COC)F